tert-butyl 3-methyl-3-(4-pyridyl)pyrrolidine-1-carboxylate CC1(CN(CC1)C(=O)OC(C)(C)C)C1=CC=NC=C1